C12CC(CC(CCC1)N2)NC(OC(C)(C)C)=O tert-butyl (exo-9-azabicyclo[3.3.1]nonan-3-yl)carbamate